benzyl 4-[8-(1-tert-butoxycarbonyl-3-piperidyl)-2-[[(Z)-4-hydroxybut-2-enyl]amino]-7-oxo-pyrido[2,3-d]pyrimidin-6-yl]-8-methyl-2,3-dihydroquinoxaline-1-carboxylate C(C)(C)(C)OC(=O)N1CC(CCC1)N1C(C(=CC2=C1N=C(N=C2)NC\C=C/CO)N2CCN(C1=C(C=CC=C21)C)C(=O)OCC2=CC=CC=C2)=O